2-((4-((S)-2-(4-chlorophenyl)-2,3-dihydrobenzo[b][1,4]dioxin-5-yl)piperidin-1-yl)methyl)-3-(((S)-oxetan-2-yl)methyl)-3H-imidazo[4,5-b]pyridine-5-carboxylic acid ClC1=CC=C(C=C1)[C@H]1COC2=C(O1)C=CC=C2C2CCN(CC2)CC2=NC=1C(=NC(=CC1)C(=O)O)N2C[C@H]2OCC2